C(CC)NN 2-propylhydrazine